methyl 2-(3-(2-(1,3-dioxolan-2-yl)-3-((4-methoxybenzyl)oxy)phenyl)-1H-pyrazol-1-yl)isonicotinate O1C(OCC1)C1=C(C=CC=C1OCC1=CC=C(C=C1)OC)C1=NN(C=C1)C=1C=C(C(=O)OC)C=CN1